2-tert-butyl-4,5-dichloro-3(2H)-pyridazinone C(C)(C)(C)N1N=CC(=C(C1=O)Cl)Cl